C(C)(=O)OCCN1C(C=CC1=O)=O 1-(2-acetoxyethyl)-1H-pyrrole-2,5-dione